N1N=CC(=C1)C1=CC=C(C=C1)NC1=NC(=NC=C1)C1=CC=C2C=C(NC2=C1)C(=O)N1CC(CC1)F (6-(4-((4-(1H-pyrazol-4-yl)phenyl)amino)pyrimidin-2-yl)-1H-indol-2-yl)(3-fluoropyrrolidin-1-yl)methanone